3''-chloro-3-(1,1-difluoro-2-methylpropan-2-yl)-4''-((3,5-difluoropyridin-2-yl)methoxy)-5',6''-dimethyl-2H,2''H-[1,2':4',1''-terpyridine]-2,2''-dione ClC=1C(N(C(=CC1OCC1=NC=C(C=C1F)F)C)C1=CC(=NC=C1C)N1C(C(=CC=C1)C(C(F)F)(C)C)=O)=O